C(C)OCCN1C2=C(C=C3N(C(C=4C=CC=C1C34)=O)C)C=CC=N2 6-(2-ethoxyethyl)-1-methyl-1,6-dihydro-2H-pyrido[3',2':6,7]azepino[4,3,2-cd]isoindol-2-one